9,10-bis(methoxycarbonylpropyleneoxy)anthracene COC(=O)CC(C)OC=1C2=CC=CC=C2C(=C2C=CC=CC12)OC(CC(=O)OC)C